FC1=CC=C(C=C1)C(N1C[C@@H](N(C[C@H]1C)C1=C2NC=NC2=NC(=N1)Cl)C)C1=CC=C(C=C1)F 6-((2S,5R)-4-(bis(4-fluorophenyl)methyl)-2,5-dimethylpiperazin-1-yl)-2-chloro-7H-purine